1-(6-(fluoro)pyridin-3-yl)-5-(trifluoromethyl)-1H-pyrazole-4-carboxamide FC1=CC=C(C=N1)N1N=CC(=C1C(F)(F)F)C(=O)N